CN(C1=CC=C(C(=O)N/N=C(\C)/C2=CC=NC=C2)C=C1)C (E)-4-(dimethylamino)-N'-(1-(pyridin-4-yl)ethylidene)benzohydrazide